N-(isopropoxy-propyl)-glycine C(C)(C)OCCCNCC(=O)O